NC1=C(C(=NN1C(C)C)C1=CC=C(C=C1)CC(=O)NC=1C=C2CCCC2=CC1)C(=O)N 5-Amino-3-(4-(2-((2,3-dihydro-1H-inden-5-yl)amino)-2-oxoethyl)phenyl)-1-isopropyl-1H-pyrazole-4-carboxamide